N(=[N+]=[N-])C1=C(N=NC(=C1)Cl)N[C@H]1CN(CCC1)C (R)-4-azido-6-chloro-N-(1-methylpiperidin-3-yl)pyridazin-3-amine